3-(2,6-difluoro-3,5-dimethoxyphenyl)-1-(1-ethyl-1H-pyrazol-4-yl)-1,3,4,7-tetrahydro-2H-pyrazolo[4',3':5,6]pyrido[4,3-d]pyrimidin-2-one FC1=C(C(=C(C=C1OC)OC)F)N1C(N(C2=C(C1)C=NC1=C2C=NN1)C=1C=NN(C1)CC)=O